methyltoluol CC1=C(C=CC=C1)C